C(C)(C)(C)N(C(=O)OC=1C=CC=C2C1C=C(O2)C2=CC(=CC(=C2)OCC2=CC=CC=C2)OCC2=CC=CC=C2)CC(CO)(F)F 2-(3,5-dibenzyloxyphenyl)benzofuran-4-ol tert-butyl-N-(2,2-difluoro-3-hydroxy-propyl)carbamate